1-(2,2-difluoroethyl)-1H-pyrazole-4-boronic acid pinacol ester FC(CN1N=CC(=C1)B1OC(C)(C)C(C)(C)O1)F